di(n-butyl-isooctyl)zinc dithiophosphate P(=S)(S)(O)O.C(CCC)C(CCCCC(C)C)[Zn]C(CCCCC(C)C)CCCC